FC(C(C(C(F)(F)F)(F)F)(F)F)(S(=O)(=O)O)F.FC1=C(C=CC(=C1)C(F)(F)F)COC1CN(C1)C(=O)N1CC(CC1)C=1N(N=CC1)C [3-[[2-Fluoro-4-(trifluoromethyl)phenyl]methoxy]azetidin-1-yl]-[3-(2-methylpyrazol-3-yl)pyrrolidin-1-yl]methanone 1,1,2,2,3,3,4,4,4-nonafluorobutane-1-sulfonate